BrC=1N(C(=C(N1)C#N)/N=C/N(C)C)C1=C(C(=CC=C1C)OC)C (E)-N'-(2-bromo-4-cyano-1-(3-methoxy-2,6-dimethylphenyl)-1H-imidazol-5-yl)-N,N-dimethylformimidamide